C1(CC1)C=1N(C(=C(N1)C(=O)OC(C)(C)C)SCC)C tert-Butyl 2-cyclopropyl-5-(ethylsulfanyl)-1-methyl-1H-imidazole-4-carboxylate